N(=[N+]=[N-])C1=CC=C(C=C1)CC(=C)C 3-(4-azidophenyl)-2-methylpropanene